(3R,4S)-1-(6-(1H-pyrazol-4-yl)thiazolo[5,4-c]pyridin-4-yl)-3-cyclopropyl-4-methyl-2-oxopyrrolidine-3-carbonitrile N1N=CC(=C1)C1=CC2=C(C(=N1)N1C([C@]([C@@H](C1)C)(C#N)C1CC1)=O)SC=N2